Di-n-pentylaluminum monochloride C(CCCC)[Al](CCCCC)Cl